(2R,3S)-5-(3-(2-cyanoethyl)-2,6-dioxo-3,6-dihydropyrimidin-1(2H)-yl)-2-(((4-methylbenzoyl)oxy)methyl)tetrahydrofuran-3-yl 4-methylbenzoate CC1=CC=C(C(=O)O[C@@H]2[C@H](OC(C2)N2C(N(C=CC2=O)CCC#N)=O)COC(C2=CC=C(C=C2)C)=O)C=C1